bis(2,4,4-trimethyl-amyl)phosphonic acid CC(COP(OCC(CC(C)(C)C)C)=O)CC(C)(C)C